N-Boc-histidine C(=O)(OC(C)(C)C)N[C@@H](CC1=CNC=N1)C(=O)O